ICO[Si](OC)(OC)CCCS(=O)(=O)C1=CC=CC=C1 iodophenylsulfonylpropyltrimethoxysilane